L-α-glutamyl-L-alanyl-L-alanine N[C@@H](CCC(O)=O)C(=O)N[C@@H](C)C(=O)N[C@@H](C)C(=O)O